NC1=CC=C(CN2CCC(CC2)C2=CN(C3=CN=CC=C32)C3=C(C(=O)N(C)C(C)C)C=C(C=C3)F)C=C1 2-(3-(1-(4-aminobenzyl)piperidin-4-yl)-1H-pyrrolo[2,3-c]pyridin-1-yl)-5-fluoro-N-isopropyl-N-methylbenzamide